C#CC(CCCC(CC)O)O 1-nonyne-3,7-diol